2-(5-methoxy-1,3,4-oxadiazol-2-yl)-N-(4-(trifluoromethyl)phenyl)aniline COC1=NN=C(O1)C1=C(NC2=CC=C(C=C2)C(F)(F)F)C=CC=C1